10-methoxy-11-(3-methoxypropoxy)-7-oxo-1,2,3,3a,7,12b-hexahydrocyclopenta[c]pyrido[2,1-a]isoquinoline-6-carboxylic acid ethyl ester C(C)OC(=O)C=1C(C=C2N(C3C(C=4C=C(C(=CC24)OC)OCCCOC)CCC3)C1)=O